(S)-2-(4-(4-(3-aminopiperidin-1-yl)-6-((2-(2-fluoro-6-methoxyphenyl)pyrimidin-4-yl)amino)pyridin-3-yl)-1H-pyrazol-1-yl)-N,N-dimethylacetamide N[C@@H]1CN(CCC1)C1=C(C=NC(=C1)NC1=NC(=NC=C1)C1=C(C=CC=C1OC)F)C=1C=NN(C1)CC(=O)N(C)C